NC=1C(NC2=C3C=CC(NC3=C(C=C2C1C1=C2C=NNC2=C(C=C1)F)OC)=O)=O 3-amino-4-(7-fluoro-1H-indazol-4-yl)-6-methoxy-1,7-dihydro-1,7-phenanthroline-2,8-dione